Tetradecyl-trimethyl-ammonium chloride [Cl-].C(CCCCCCCCCCCCC)[N+](C)(C)C